C(C)(=O)N(C1=C(C=C(C=C1)C1=CC=C(C=N1)NC(C=CC=1C(=NC=CC1)F)=O)Cl)CC1CC1 N-[6-[4-[acetyl(cyclopropylmethyl)amino]-3-chloro-phenyl]-3-pyridyl]-3-(2-fluoro-3-pyridyl)propenamide